C1N(CCC2=CC=CC=C12)C[C@H](CNC(=O)C=1N=C2N(C=C(N=C2)C=2C=NN(C2)C)C1C)O (S)-N-(3-(3,4-dihydroisoquinolin-2(1H)-yl)-2-hydroxypropyl)-3-methyl-6-(1-methyl-1H-pyrazol-4-yl)imidazo[1,2-a]pyrazine-2-carboxamide